N1CCC2=C(C=CC=C12)N1C(CCC1=O)=O 1-(indolin-4-yl)pyrrolidine-2,5-dione